2-((S)-2-((R)-1-((2S,3R)-3-hydroxy-2-(6-phenylpicolinamido)butanamido)-3-methylbutyl)-4-(2-methoxy-2-oxoethyl)-5-oxo-1,3,2-dioxaborolan-4-yl)acetic acid O[C@@H]([C@@H](C(=O)N[C@@H](CC(C)C)B1OC([C@@](O1)(CC(=O)OC)CC(=O)O)=O)NC(C1=NC(=CC=C1)C1=CC=CC=C1)=O)C